5-(2,3-difluoro-4-methylphenyl)-5-methylimidazolidine-2,4-dione FC1=C(C=CC(=C1F)C)C1(C(NC(N1)=O)=O)C